1-(((S)-oxetan-2-yl)methyl)-2-((7-(1-phenylethoxy)-3,4-dihydroisoquinolin-2(1H)-yl)methyl)-1H-benzo[d]imidazole-6-carboxylic acid methyl ester COC(=O)C=1C=CC2=C(N(C(=N2)CN2CC3=CC(=CC=C3CC2)OC(C)C2=CC=CC=C2)C[C@H]2OCC2)C1